C(C)C=1C=C(C=C(C1)CC)OC1=CC(=CC(=C1)CC)CC 3,5-diethylphenyl ether